C1(CCCC1)NC(=O)C1=CC=2N=C(N=C(C2S1)N1CCOCC1)N/N=C/C=1C=C(C=CC1)C N-cyclopentyl-4-morpholino-2-[(2E)-2-(m-tolylmethylene)hydrazino]thieno[3,2-d]pyrimidine-6-carboxamide